COCC(=O)NC1CCN(CC1)C=1SC=C(N1)C(=O)NC(C(=O)NC(C(=O)OC)=C)=C Methyl 2-(2-(2-(4-(2-methoxyacetamido)piperidin-1-yl)thiazole-4-carboxamido)acrylamido)acrylate